ClC=1C=C2C=NN(C2=C(C1)N1CCOCC1)C1CN(C1)C(=O)OC(C)(C)C tertbutyl 3-[5-chloro-7-(morpholin-4-yl)indazol-1-yl]azetidine-1-carboxylate